1-cyclopropyl-6-fluoro-7-[(3R)-3-hydroxypyrrolidin-1-yl]-3-({[(2-methylpyridin-4-yl)methyl][(3S)-piperidin-3-yl]amino}methyl)-1,4-dihydroquinolin-4-one C1(CC1)N1C=C(C(C2=CC(=C(C=C12)N1C[C@@H](CC1)O)F)=O)CN([C@@H]1CNCCC1)CC1=CC(=NC=C1)C